NC=1C(=NC(=CN1)C1=CC(=NC=C1F)Cl)C(=O)O 3-Amino-6-(2-chloro-5-fluoropyridin-4-yl)pyrazine-2-carboxylic acid